FC1C(N(CC1F)C1=CC=C(C=C1)I)C=O 3,4-difluoro-1-p-iodophenyl-2-pyrrolidinecarboxaldehyde